2-(4-Boc-piperazinyl)-2-(3,4-dimethoxyphenyl)acetic acid CC(C)(C)OC(=O)N1CCN(CC1)C(C2=CC(=C(C=C2)OC)OC)C(=O)O